FC(CC=C(C(=O)OC(F)(F)F)F)(F)F 1-(trifluoromethyl) trifluoroethyl-alpha-fluoroacrylate